[Cl-].NC1=C[N+](=NO1)[C@H](C)C1=CC=C(C=C1)Br (R)-5-amino-3-(1-(4-bromophenyl)ethyl)-1,2,3-oxadiazole-3-ium chloride